C1(CC1)C(CCCN1C2=C(C(C3=CC(=C(C=C13)OC)F)=O)C1=CC3=C(C(N1C2)=O)COC([C@]3(O)CC)=O)O (4S)-11-(4-cyclopropyl-4-hydroxybutyl)-4-ethyl-8-fluoro-4-hydroxy-9-methoxy-1,12-dihydro-14H-pyrano[3',4':6,7]indolizino[2,1-b]quinoline-3,6,14(4H,11H)-trione